NC1=NC=NC2=C(C=C(C=C12)OCCN1CCOCC1)C(=O)NC1=C2C=CN=C(C2=CC=C1C)NC1=C(C(=CC=C1)Cl)F 4-amino-N-(1-((3-chloro-2-fluorophenyl)amino)-6-methylisoquinolin-5-yl)-6-(2-morpholinoethoxy)quinazoline-8-carboxamide